(S)-8-(8-((3-chloro-2-methylpyridin-4-yl)thio)-[1,2,4]tri-azolo[1,5-c]pyrimidin-5-yl)-2-oxa-8-azaspiro[4.5]decan-4-amine ClC=1C(=NC=CC1SC=1C=2N(C(=NC1)N1CCC3([C@@H](COC3)N)CC1)N=CN2)C